(2Z)-3,7-dimethylocta-2,6-dien-1-ol C/C(=C/CO)/CCC=C(C)C